BrC1=CC2=C(N(C(=N2)[C@@H]2CCC(N2C2=CC(=C(C=C2)F)F)=O)C2CCC(CC2)(F)F)C=C1 (S)-5-(5-bromo-1-(4,4-difluorocyclohexyl)-1H-benzo[d]imidazol-2-yl)-1-(3,4-difluorophenyl)pyrrolidin-2-one